(3-hydroxy-3-methylpyrrolidin-1-yl)sulfonyl-oxazole-4-carboxamide OC1(CN(CC1)S(=O)(=O)C=1OC=C(N1)C(=O)N)C